IC1=CC=C(C(=O)OC2=CC=C(C3=CC=CC=C23)OC(C2=CC=C(C=C2)I)=O)C=C1 [4-(4-iodobenzoyl)oxy-1-naphthyl]4-iodobenzoate